C(C1=CC=CC=C1)NCC1C(CCCC1)(O)C1=CC=C(C=C1)F 2-((benzylamino)methyl)-1-(4-fluorophenyl)cyclohexane-1-ol